O[C@@H](C)C=1C(=CC(=NC1)C)C1=CC(=NN1)C(=O)N1C2(CC2)C[C@@H](CC1)C(=O)NC1CCC(CC1)(C(F)(F)F)O (7R)-4-(5-{5-[(1S)-1-hydroxyethyl]-2-methylpyridin-4-yl}-1H-pyrazole-3-carbonyl)-N-[(1R,4R)-4-hydroxy-4-(trifluoromethyl)cyclohexyl]-4-azaspiro[2.5]octane-7-carboxamide